Cl[C@@]1(OC(O[C@@]1(F)Cl)(F)F)F Trans-4,5-dichloro-2,2,4,5-tetrafluoro-1,3-dioxolane